(2R,3R,5S)-2-Azido-5-hydroxy-3-(3-methoxyphenyl)cyclohexanone N(=[N+]=[N-])[C@H]1C(C[C@H](C[C@@H]1C1=CC(=CC=C1)OC)O)=O